C(CCCCC)NC(N[C@@H](C(=O)NCCN(C(OC(C)(C)C)=O)C)CC(NC(C1=CC=CC=C1)(C1=CC=CC=C1)C1=CC=CC=C1)=O)=O tert-butyl (R)-(2-(2-(3-hexylureido)-4-oxo-4-(tritylamino)butanamido)ethyl)(methyl)carbamate